C(C)(CC)C1C(NC2=C(CN1C(N)=NC#N)C=C(C=C2)F)=O 3-(sec-butyl)-N'-cyano-7-fluoro-2-oxo-1,2,3,5-tetrahydro-4H-benzo[1,4]diazepine-4-carboximidamide